C(C(C)C)NC[C@@]12[C@H](CC[C@H]1[C@@H]1CC=C3C[C@H](CC[C@]3(C)[C@H]1CC2)O)[C@@](C)(CC=C)O alpha-isobutylamino-17beta-[(R)-1-hydroxy-1-allyl-ethyl]androst-5-en-3beta-ol